S(C)(=O)(=O)O.N1=CN=C2NC=NC2=C1N[C@@H](CC)C=1OC2=CC=CC=C2C(C1C1=CC(=CC=C1)F)=O (S)-2-(1-(9H-purin-6-ylamino)propyl)-3-(3-fluorophenyl)-4H-chromen-4-one mesylate